C(C)(C)(C)OC(=O)NC1CN(C1)C1=CC(=NC=C1)NC(=O)NC1CCN(CC1)C(=O)OCC1=CC=CC=C1 benzyl 4-({[4-(3-{[(tert-butoxy)carbonyl]amino}azetidin-1-yl)pyridin-2-yl]carbamoyl}amino)piperidine-1-carboxylate